C(#N)C1=C(C(=C(C(=C1C)C#N)C)C#N)C tricyanomesitylene